C1(CC1)[C@@H](C(F)(F)F)N1CC=C2N1C(=CC(=N2)C=2C=NC=CC2)C (S)-N-(1-cyclopropyl-2,2,2-trifluoroethyl)-7-methyl-5-(pyridin-3-yl)pyrazolo[1,5-a]Pyrimidine